methyl (R)-5-(6-((2-fluoro-3-hydroxy-3-methylbutyl) carbamoyl)-7-(isopropylamino)pyrazolo[1,5-a]pyrimidin-2-yl)nicotinate F[C@H](CNC(=O)C=1C=NC=2N(C1NC(C)C)N=C(C2)C=2C=NC=C(C(=O)OC)C2)C(C)(C)O